C(=C/CCCCCCCCCCCCCCCC)/OC[C@@H](OC(C=CC=CC=CC=CC=CC=CCCCCCCCCC)=O)COP(=O)(O)OCCN 1-(1Z-octadecenyl)-2-docosahexenoyl-sn-glycero-3-phosphoethanolamine